6-(5-ethyl-1H-indol-2-yl)-3-methylbenzo[D]oxazol-2(3H)-one C(C)C=1C=C2C=C(NC2=CC1)C1=CC2=C(N(C(O2)=O)C)C=C1